[(7-fluoro-2-methyl-1H-1,3-benzodiazol-6-yl)oxy]quinoxaline FC1=C(C=CC2=C1NC(=N2)C)OC2=NC1=CC=CC=C1N=C2